ClC1=CC=C2C(=CNC2=C1)S(=O)(=O)NC1=NSC(=C1Cl)C 6-chloro-N-(4-chloro-5-methylisothiazol-3-yl)-1H-indole-3-sulfonamide